5-(Cyclopentylmethyl)-N-(4-(5-((4-hydroxy-4-methylpentyl)oxy)-2-methylphenyl)pyridin-2-yl)-4H-1,3,4-oxa-diazole-2-carboxamide C1(CCCC1)CC1NN=C(O1)C(=O)NC1=NC=CC(=C1)C1=C(C=CC(=C1)OCCCC(C)(C)O)C